2,2'-((disulfanediylbis(2-methylpropane-1,1-diyl))bis(oxy))bis(ethan-1-ol) S(SC(C(C)C)OCCO)C(C(C)C)OCCO